ONC(C1=CC=C(C=C1)NC(CC1=CNC2=CC=C(C=C12)C1=CC=C(C=C1)Cl)=O)=O N-hydroxy-4-(2-(5-(4-chlorophenyl)-1H-indol-3-yl)acetamido)benzamide